BrC(CCCN1C(C2=CC=CC=C2C1=O)=O)CC 2-(4-Bromohexyl)isoindoline-1,3-dione